2-nitro-N-(2-vinylphenyl)benzenesulfonamide [N+](=O)([O-])C1=C(C=CC=C1)S(=O)(=O)NC1=C(C=CC=C1)C=C